2,3,5,6-tetrafluoro-4-nitrobenzenesulfonyl chloride FC1=C(C(=C(C(=C1F)[N+](=O)[O-])F)F)S(=O)(=O)Cl